(2-chloro-4-(2-fluorophenoxy)phenyl)(5-hydroxy-4-(((3R,6S)-6-(hydroxymethyl)tetrahydro-2H-pyran-3-yl)amino)-1H-pyrrolo[2,3-b]pyridin-3-yl)methanone ClC1=C(C=CC(=C1)OC1=C(C=CC=C1)F)C(=O)C1=CNC2=NC=C(C(=C21)N[C@H]2CO[C@@H](CC2)CO)O